4-(2-(((2,6-dioxo-4-phenylcyclohexylidene)methyl)amino)ethyl)-N,N-dimethylpiperazine-1-carboxamide O=C1C(C(CC(C1)C1=CC=CC=C1)=O)=CNCCN1CCN(CC1)C(=O)N(C)C